5-(o-tolyl)-1H-pyrazolo[3,4-d]pyrimidin-4(5H)-one C1(=C(C=CC=C1)N1C=NC2=C(C1=O)C=NN2)C